The molecule is an imidazolium ion resulting from the protonation of the dihydro imidazole ring of tetryzoline. It is a conjugate acid of a tetryzoline. C1CC(C2=CC=CC=C2C1)C3=[NH+]CCN3